6-cyclohexyl-4-hydroxypyridazin-3(2H)-one C1(CCCCC1)C=1C=C(C(NN1)=O)O